(Phenylpropenyl)-N-(4-(1-isopropyl-1H-pyrazol-4-yl)5-methylpyrimidin-2-yl)-1,2,3,4-tetrahydroisoquinolin-6-amine C1(=CC=CC=C1)CC=CC1NCCC2=CC(=CC=C12)NC1=NC=C(C(=N1)C=1C=NN(C1)C(C)C)C